O=C(CCCC(=O)O)N1CCCCC1 5-oxo-5-(piperidin-1-yl)pentanoic acid